2-aminoethyldisulfide NCCSSCCN